O[C@@H](CN[C@H]1COC2(C1)CCN(CC2)C(=O)OCC2=CC=CC=C2)COC2=CC(=CC=C2)S(=O)(=O)C (R)-Benzyl 3-(((S)-2-Hydroxy-3-(3-(methylsulfonyl)phenoxy) propyl)amino)-1-oxa-8-azaspiro[4.5]decane-8-carboxylate